4-(1-(cyclopentyl(pyridin-2-yl)methyl)-3-phenyl-1H-pyrrolo[2,3-b]pyridin-5-yl)-3,5-dimethylisoxazole C1(CCCC1)C(N1C=C(C=2C1=NC=C(C2)C=2C(=NOC2C)C)C2=CC=CC=C2)C2=NC=CC=C2